C(C#CC)(=O)N1[C@@H](C[C@H](CC1)N1N=NC=2C(=NC=3C(=C(C(=CC3C21)Cl)C2=CC=C(C=C2)F)F)O[C@H](CN(C)C)C)CC#N ((2S,4S)-1-(but-2-ynoyl)-4-(8-chloro-4-(((S)-1-(dimethylamino)propan-2-yl)oxy)-6-fluoro-7-(4-fluorophenyl)-1H-[1,2,3]triazolo[4,5-c]quinolin-1-yl)piperidin-2-yl)acetonitrile